C(=CC1=CC=CC=C1)C1=NC(=NC(=N1)C(Cl)(Cl)Cl)C(Cl)(Cl)Cl 2-styryl-4,6-bis(trichloromethyl)s-triazine